ClC=1C(=NC(=NC1)N[C@H]1[C@@H](C=2N(CC1)N=C(C2)OCC(F)F)O)C2=CN=C(S2)C2CCN(CC2)C (4S,5R)-5-((5-chloro-4-(2-(1-methylpiperidin-4-yl)thiazol-5-yl)pyrimidin-2-yl)amino)-2-(2,2-difluoroethoxy)-4,5,6,7-tetrahydropyrazolo[1,5-a]pyridin-4-ol